(3-chloro-4-fluoroanilino)-7-methoxy-6-aminoquinazolinamide ClC=1C=C(NC2=NC(=NC3=CC(=C(C=C23)N)OC)C(=O)N)C=CC1F